(1S,7S,8S)-8-chloro-2-(7-chloro-2-fluoro-8-methylpyrido[4,3-d]pyrimidin-4-yl)-5-oxa-2-azabicyclo[5.1.0]octane Cl[C@H]1[C@@H]2COCCN([C@H]12)C=1C2=C(N=C(N1)F)C(=C(N=C2)Cl)C